BrC=1C=C(C(=NC1OC1CC2=CC=CC=C2C1)C)C(N(C)CC)=N [5-Bromo-6-(2,3-dihydro-1H-inden-2-yloxy)-2-methylpyridin-3-yl]-N-ethyl-N-methylimidoformamid